F[P-](F)(F)(F)(F)F.F[P-](F)(F)(F)(F)F.FC(C1=CC=C(C=C1)C1=CC2=[N+](C3=CC=CC=C13)CC[N+]1=C2C=CC=C1)(F)F 14-[4-(Trifluoromethyl)phenyl]-6,7-dihydropyrido[2',1':3,4]pyrazino[1,2-a]quinoline-5,8-diium bis(hexafluorophosphate)